oxazine-4,6(3H)-dicarboxylic acid methyl ester COC(=O)C1CNOC(=C1)C(=O)O